(2-benzyloxyethyl) p-methylphenyl carbonate C(OCCOCC1=CC=CC=C1)(OC1=CC=C(C=C1)C)=O